2-(4-(2-(3-(4-chloro-3-(trifluoromethyl)phenyl)ureido)ethyl)phenoxy)acetic acid ClC1=C(C=C(C=C1)NC(NCCC1=CC=C(OCC(=O)O)C=C1)=O)C(F)(F)F